C(C)S(=O)(=O)NC1CCC(CC1)NC(OC(C)(C)C)=O tert-butyl ((1r,4r)-4-(ethylsulfonamido)cyclohexyl)carbamate